NC1CC(C1)OC=1C=CC(=NC1)C(C)C1=CC=C(OC=2C=NC(=NC2)C(C)O)C=C1 1-(5-(4-(1-(5-((1r,3r)-3-aminocyclobutoxy)pyridin-2-yl)ethyl)phenoxy)pyrimidin-2-yl)ethan-1-ol